(S)-3-amino-3-(3',5-dimethoxybiphenyl-3-yl)propionic acid ethyl ester C(C)OC(C[C@@H](C=1C=C(C=C(C1)OC)C1=CC(=CC=C1)OC)N)=O